Methyl 5-(6-(methoxymethoxy)-8-(4,4,5,5-tetramethyl-1,3,2-dioxaborolan-2-yl)naphthalen-1-yl)pent-4-ynoate COCOC=1C=C2C=CC=C(C2=C(C1)B1OC(C(O1)(C)C)(C)C)C#CCCC(=O)OC